9-oxo-2-(trifluoromethyl)-9H-indeno[2,1-d]pyrimidine-7-sulfonamide O=C1C=2C=C(C=CC2C2=C1N=C(N=C2)C(F)(F)F)S(=O)(=O)N